(Z)-9-(2-chloro-3,4-bis((4-methoxybenzyl)oxy)phenyl)-1-(4-methoxyphenyl)-3-oxo-2,7-dioxa-4,8-diazadeca-8-en ClC1=C(C=CC(=C1OCC1=CC=C(C=C1)OC)OCC1=CC=C(C=C1)OC)\C(=N/OCCNC(OCC1=CC=C(C=C1)OC)=O)\C